2-methoxy-4-propyl-1-cyclohexanol COC1C(CCC(C1)CCC)O